icosyl decanoate C(CCCCCCCCC)(=O)OCCCCCCCCCCCCCCCCCCCC